hexahydro-1,3,5-tris(2-hydroxypropyl)-s-triazine OC(CN1CN(CN(C1)CC(C)O)CC(C)O)C